3-(5-(((S)-1-((2-(1-Methoxycyclobutyl)quinolin-6-yl)methyl)pyrrolidin-3-yl)oxy)-1-oxoisoindolin-2-yl)piperidine-2,6-dione COC1(CCC1)C1=NC2=CC=C(C=C2C=C1)CN1C[C@H](CC1)OC=1C=C2CN(C(C2=CC1)=O)C1C(NC(CC1)=O)=O